CC/C=C\\C[C@@H](/C=C/[C@H]1[C@H]2C[C@@H]([C@@H]1C/C=C\\CCCC(=O)[O-])OO2)O The molecule is a prostaglandin carboxylic acid anion that is the conjugate base of prostaglandin H3, obtained by deprotonation of the carboxy group; major species at pH 7.3. It is a conjugate base of a prostaglandin H3.